(S)-4-(2,3-dichloro-6-hydroxyphenyl)-1-(3-(hydroxymethyl)cyclobutyl)pyrrolidin-2-one ClC1=C(C(=CC=C1Cl)O)[C@@H]1CC(N(C1)C1CC(C1)CO)=O